2-(methylsulfanyl)-1-(2-(5-(4-(trifluoromethyl)phenyl)imidazol-2-yl)piperidin-1-yl)propan-1-one CSC(C(=O)N1C(CCCC1)C=1NC(=CN1)C1=CC=C(C=C1)C(F)(F)F)C